t-Hexyl Peroxybenzoate C(C1=CC=CC=C1)(=O)OOC(C)(C)CCC